6-(3-methyl-5-nitroimidazol-4-yl)sulfanyl-7H-purine CN1C=NC(=C1SC1=C2NC=NC2=NC=N1)[N+](=O)[O-]